catechol-3,5-disulfonic acid disodium salt monohydrate O.[Na+].[Na+].C1(O)=C(O)C(=CC(=C1)S(=O)(=O)[O-])S(=O)(=O)[O-]